(R)-4-((3,4-dioxo-2-((2,5,5-trimethyl-4,5,6,7-tetrahydrobenzofuran-4-yl)amino)cyclobut-1-en-1-yl)amino)-3-hydroxy-N-methyl-N-propylpicolinamide O=C1C(=C(C1=O)NC1=C(C(=NC=C1)C(=O)N(CCC)C)O)N[C@@H]1C(CCC2=C1C=C(O2)C)(C)C